Cl.CN1N=C(C2=CC=C(C=C12)N1CCNCC1)C1C(NC(CC1)=O)=O 3-(1-methyl-6-piperazin-1-yl-indazol-3-yl)piperidine-2,6-dione hydrochloride